3,3'-[1,4,7-triazecane-1,7-diylbis(methylene)]bis(2-hydroxy-5-methylbenzamide) N1(CCNCCN(CCC1)CC=1C(=C(C(=O)N)C=C(C1)C)O)CC=1C(=C(C(=O)N)C=C(C1)C)O